3-(1-ethyl-2-(5-((R)-hexahydropyrrolo[1,2-a]pyrazin-2(1H)-yl)-2-((S)-1-methoxyethyl)pyridin-3-yl)-1H-indol-3-yl)-2,2-dimethylpropyl acetate C(C)(=O)OCC(CC1=C(N(C2=CC=CC=C12)CC)C=1C(=NC=C(C1)N1C[C@@H]2N(CC1)CCC2)[C@H](C)OC)(C)C